2-(4-((((2-(2,6-dioxopiperidin-3-yl)-6-fluoro-1,3-dioxoisoindolin-5-yl)methyl)(methyl)amino)methyl)phenyl)-5-fluorobenzofuran-7-carboxamide O=C1NC(CCC1N1C(C2=CC(=C(C=C2C1=O)CN(C)CC1=CC=C(C=C1)C=1OC2=C(C1)C=C(C=C2C(=O)N)F)F)=O)=O